10,10'-(3,4,5,6-tetrakis(3-methyl-3H-imidazo[4,5-b]pyridin-2-yl)-1,2-phenylene)bis(5-methyl-5,10-dihydrophenazine) CN1C(=NC=2C1=NC=CC2)C=2C(=C(C(=C(C2C2=NC=1C(=NC=CC1)N2C)C2=NC=1C(=NC=CC1)N2C)C2=NC=1C(=NC=CC1)N2C)N2C1=CC=CC=C1N(C=1C=CC=CC21)C)N2C1=CC=CC=C1N(C=1C=CC=CC21)C